ethyl 2-((6-(1-(tetrahydro-2H-pyran-2-yl)-1H-pyrazol-4-yl)pyridin-3-yl)methyl)oxazole-4-carboxylate O1C(CCCC1)N1N=CC(=C1)C1=CC=C(C=N1)CC=1OC=C(N1)C(=O)OCC